2-((4-fluoro-2-methylphenyl)(hydroxy)methyl)-4-(trifluoromethyl)benzoic acid FC1=CC(=C(C=C1)C(C1=C(C(=O)O)C=CC(=C1)C(F)(F)F)O)C